CC1=CC=CC(=N1)C=1N=C2N(CCN2)C1C1=CC=C(C=C1)O 4-[6-(6-Methylpyridin-2-yl)-1H,2H,3H-imidazo[1,2-a][1,3]diazol-5-yl]phenol